tert-Butyl N-[[5-[[2-(2-adamantyl)acetyl]amino]-1H-benzimidazol-2-yl]methyl]carbamate C12C(C3CC(CC(C1)C3)C2)CC(=O)NC2=CC3=C(NC(=N3)CNC(OC(C)(C)C)=O)C=C2